OCCN(CCCCCCCC(=O)OC(CCCCCCCC)CCCCCCCF)CCCCCC(=O)OCCCCCCCCCCC 1-(7-fluoroheptyl)nonyl 8-{(2-hydroxyethyl)[5-(undecyloxycarbonyl)pentyl]amino}octanoate